methyl (S,E)-(7-(dimethylamino)-1-((1-((2-methyl-6-neopentyl-9H-purin-8-yl)methyl)-2-oxo-1,2-dihydropyridin-3-yl)amino)-1,7-dioxohept-5-en-2-yl)carbamate CN(C(/C=C/CC[C@@H](C(=O)NC=1C(N(C=CC1)CC=1NC2=NC(=NC(=C2N1)CC(C)(C)C)C)=O)NC(OC)=O)=O)C